CN(N=NN=C(C1=CC(=CC=C1)C(C)(C)C#N)NC1=C(C=C(C(=C1)C1=CC2=C(N=C(N=C2)NC2COC2)N2C1=NCC2)C)F)C 3-(2-cyanoprop-2-yl)-N-(2-fluoro-4-methyl-5-(2-(oxetan-3-ylamino)-8,9-dihydroimidazo[1',2':1,6]pyrido[2,3-d]pyrimidin-6-yl)phenyl)benzamide dimethyltriazenoimid